methyl-2-benzothiazolone hydrazone hydrochloride Cl.CC1=CC=CC2=C1NC(S2)=NN